CC1=CC=C(C=C1)S(=O)(=O)OCCC(C(F)(F)F)(C)O 4,4,4-trifluoro-3-hydroxy-3-methylbutyl 4-methylbenzenesulfonate